N,N-Diethylmethylamine C(C)N(CC)C